C(C1=CC=CC=C1)OC(=O)N[C@H]1COC2=C(C1)C(=CC(=C2C#N)N2CC1CCC(C2)N1C(=O)OC(C)(C)C)F tert-butyl 3-[(3R)-3-[[(benzyloxy) carbonyl] amino]-8-cyano-5-fluoro-3,4-dihydro-2H-1-benzopyran-7-yl]-3,8-diazabicyclo[3.2.1]octane-8-carboxylate